C1(CC1)C1=CC=C(C=C1)C1=NN(C=2C1=NC=CC2)C2CN(C2)C(C=C)=O 1-(3-(3-(4-cyclopropylphenyl)-1H-pyrazolo[4,3-b]pyridin-1-yl)azetidin-1-yl)prop-2-en-1-one